ClC1=CC=C(C=C1)S(=O)(=O)\N=C(/NC[C@@H](C)NS(N)(=O)=O)\N1N=C([C@H](C1)C1=CC=CC=C1)C1=CC=C(C=C1)F (S,E)-N'-((4-chlorophenyl)sulfonyl)-3-(4-fluorophenyl)-4-phenyl-N-((R)-2-(sulfamoylamino)propyl)-4,5-dihydro-1H-pyrazole-1-carboximidamide